C(CC(C)C)OC(=O)NC1=C(N=NN1C)C1=CC=C(C=N1)O[C@@H]1C[C@H](CCC1)C(=O)O (1S,3S)-3-((6-(5-(((isopentyloxy)carbonyl)amino)-1-methyl-1H-1,2,3-triazol-4-yl)pyridin-3-yl)oxy)cyclohexane-1-carboxylic acid